endo,exo-5,6-dimethoxy-2-norbornene COC1C2C=CC(C1OC)C2